[N+](=O)([O-])C1=CC=C(C=C1)[C@H]1[C@@H](C1)C(=O)O trans-2-(4-nitrophenyl)cyclopropane-1-carboxylic acid